(4-((6-(2-hydroxy-4-(1H-pyrazol-4-yl)phenyl)pyridazin-3-yl)(methyl)amino)-2,2,6,6-tetramethylpiperidin-1-yl)(piperidin-4-yl)methanone OC1=C(C=CC(=C1)C=1C=NNC1)C1=CC=C(N=N1)N(C1CC(N(C(C1)(C)C)C(=O)C1CCNCC1)(C)C)C